C1=CC=CC=2C3=CC=CC=C3C(=CC12)C1=C(C=CC=C1)NC1=CC2=CC=C3C=CC=C4C=CC(=C1)C2=C43 N-(2-(phenanthren-9-yl)phenyl)pyrene-2-amine